N-(2-hydroxy-2-methylpropyl)pyrimidine OC(CN1CN=CC=C1)(C)C